2-hydroxy-3-(1-methyl-9-oxo-9H-thioxanthene-4-yloxy)-N,N,N-trimethyl-1-propaneaminium chloride [Cl-].OC(C[N+](C)(C)C)COC1=CC=C(C=2C(C3=CC=CC=C3SC12)=O)C